COC1=CC=C(C=C1)CN1C(N(CCC1=O)C1=CN=CC2=C(C=CC=C12)C=1CN(CC1)C(=O)OC(C)(C)C)=O tert-butyl 3-[4-[3-[(4-methoxyphenyl)methyl]-2,4-dioxo-hexahydropyrimidin-1-yl]-8-isoquinolyl]-2,5-dihydropyrrole-1-carboxylate